N-(5-cyclopentyl-1H-pyrazol-3-yl)-2-[4-[(1,1-dioxo-1,4-thiazinan-4-yl)methyl]-2-azabicyclo[2.1.1]hex-2-yl]pyrimidin-4-amine C1(CCCC1)C1=CC(=NN1)NC1=NC(=NC=C1)N1C2CC(C1)(C2)CN2CCS(CC2)(=O)=O